C1(=CC=C(C=C1)N(C1=CC=C(C=C1)C)C1=CC=C(C=C1)C1=C(CCCC1)C1=CC=C(C=C1)N(C1=CC=C(C=C1)C)C1=CC=C(C=C1)C)C bis[4-(N,N-di-p-tolylamino)-phenyl]cyclohexaneN